N-(1-benzyl-2-oxo-3,4-dihydroquinolin-6-yl)-3,3-dimethylbutanamide C(C1=CC=CC=C1)N1C(CCC2=CC(=CC=C12)NC(CC(C)(C)C)=O)=O